OC1=CC=C(C=C1)N1C(=O)NC(=O)C1 racemic-DL-p-hydroxyphenylhydantoin